BrC=1C=C(C(=O)NC(C)C2=NC=CN=C2C2=NC=CN=C2)C=C(C1)Br 3,5-dibromo-N-[1-(3-pyrazin-2-ylpyrazin-2-yl)ethyl]benzamide